9,9'-bicarbazole C1=CC=CC=2C3=CC=CC=C3N(C12)N1C2=CC=CC=C2C=2C=CC=CC12